O.CC1=CC=C(C=C1)S(=O)(=O)O p-Toluenesulfonic acid mono-hydrate